C(C(=C)C)(=O)OCCOC(C)=O ethylene glycol monoacetate monomethacrylate